((5S,8R)-4-Oxa-1-azabicyclo[3.2.1]octan-8-yl)methanol N12CCO[C@@H](CC1)[C@H]2CO